C(C)OC1=CC(=CC(=N1)C=1OC2=C(N1)C=C(C=C2OC)C=O)C2=C(C=C(C=C2)F)C2=NN=CN2C 2-{6-Ethoxy-4-[4-fluoro-2-(4-methyl-1,2,4-triazol-3-yl)phenyl]pyridin-2-yl}-7-methoxy-1,3-benzoxazole-5-carbaldehyde